(E)-(3-(1-(3-chlorophenyl)-3-(4-nitrophenyl)-1H-pyrazol-4-yl)acryloyl)-L-tryptophan ClC=1C=C(C=CC1)N1N=C(C(=C1)/C=C/C(=O)N[C@@H](CC1=CNC2=CC=CC=C12)C(=O)O)C1=CC=C(C=C1)[N+](=O)[O-]